OCCOC1CC2(C1)CCN(CC2)C(=O)OCC2=CC=CC=C2 benzyl 2-(2-hydroxyethoxy)-7-azaspiro[3.5]nonane-7-carboxylate